N'-[[3-methyl-5-(trifluoromethyl)-2-pyridyl]methyl]-N'-(pyrimidin-2-ylmethyl)oxamide Ethyl-2-chloro-2-oxo-acetate C(C)OC(C(=O)Cl)=O.CC=1C(=NC=C(C1)C(F)(F)F)CN(C(C(N)=O)=O)CC1=NC=CC=N1